propyl acetate (ethylpropanoate) C(C)C(C(=O)O)C.C(C)(=O)OCCC